3,3-dimethylisobenzofuran-1(3H)-one CC1(OC(C2=CC=CC=C12)=O)C